N(=O)N(O)C1=CC=CC=C1 N-nitroso-N-phenylhydroxylamine